ClC=1C=CC(=C(CN[C@@H](CO)C(=O)O)C1)OC 5-chloro-2-methoxybenzyl-serine